CN(CCCOC1=CC=C(C=N1)C1=CC=C2N=CC(=NC2=C1)N(C(=O)NCCC)C)C 1-(7-(6-(3-(dimethylamino)propoxy)pyridin-3-yl)quinoxalin-2-yl)-1-methyl-3-propylurea